α-(1-chlorocyclopropyl)-α-[2-(2,2-dichlorocyclopropyl)-ethyl]-1H-1,2,4-triazole-1-ethanol ClC1(CC1)C(CN1N=CN=C1)(O)CCC1C(C1)(Cl)Cl